(R or S)-3-(2-(5-fluorothiophen-2-yl)ethyl)-1-(2-(6-methylpyridin-3-yl)propan-2-yl)pyrrolidine-3-carboxamide citrate C(CC(O)(C(=O)O)CC(=O)O)(=O)O.FC1=CC=C(S1)CC[C@@]1(CN(CC1)C(C)(C)C=1C=NC(=CC1)C)C(=O)N |o1:21|